5'-Deoxyribose C[C@H]([C@H]([C@H](C=O)O)O)O